tert-butyl N-[(1S)-1-(dicyclopropylmethyl)-2-[[6-(3,5-dimethyl-1H-pyrazol-4-yl)-5-methyl-3-pyridyl]amino]-2-oxo-ethyl]carbamate C1(CC1)C([C@@H](C(=O)NC=1C=NC(=C(C1)C)C=1C(=NNC1C)C)NC(OC(C)(C)C)=O)C1CC1